trans-N-(6-(2-methyloxazol-5-yl)isoquinolin-3-yl)-4-(4-methylpiperazin-1-yl)cyclohexane-1-carboxamide CC=1OC(=CN1)C=1C=C2C=C(N=CC2=CC1)NC(=O)[C@@H]1CC[C@H](CC1)N1CCN(CC1)C